C(C)(C)(C)OC(=O)NC/C(/COC=1C(=C(CNC2=C(NC=C2)C(=O)OCC)C=CC1)F)=C\F ethyl (E)-3-((3-((2-(((tert-butoxycarbonyl)amino)methyl)-3-fluoroallyl)oxy)-2-fluorobenzyl)amino)-1H-pyrrole-2-carboxylate